2-acetamido-3-(pyridin-2-yl)propionic acid C(C)(=O)NC(C(=O)O)CC1=NC=CC=C1